CN(CCNC(=O)C1=CC=C(C=C1)C1=CC=C(C=C1)S(=O)(=O)N1C=C(C=C1)\C=C\C(NO)=O)C 4'-[3-((E)-2-Hydroxycarbamoyl-vinyl)-pyrrole-1-sulfonyl]-biphenyl-4-carboxylic acid (2-dimethylamino-ethyl)-amide